((2S)-2-hydroxy-3-(8-(3-(3-methylthiophene-2-yl)phenylsulfonyl)-1-oxa-8-azaspiro[4.5]dec-3-ylamino)propoxy)-N-methylbenzenesulfonamide O[C@H](COC1=C(C=CC=C1)S(=O)(=O)NC)CNC1COC2(C1)CCN(CC2)S(=O)(=O)C2=CC(=CC=C2)C=2SC=CC2C